2-(4-(3,4-dichlorophenyl)-5-(isopropylthio)thiazol-2-yl)-2'-(2-methoxyethyl)-5-methyl-4,4'-bi(2H-pyrazole)-3-carboxylic acid ClC=1C=C(C=CC1Cl)C=1N=C(SC1SC(C)C)N1N=C(C(=C1C(=O)O)C1=CN(N=C1)CCOC)C